N-(5-((6-((tert-butyldimethylsilyl)oxy)spiro(3.3)heptan-2-yl)methoxy)-1,3,4-thiadiazol-2-yl)-2'-chloro-5'-methoxy-6-methyl-(4,4'-bipyridine)-3-carboxamide [Si](C)(C)(C(C)(C)C)OC1CC2(CC(C2)COC2=NN=C(S2)NC(=O)C=2C=NC(=CC2C2=CC(=NC=C2OC)Cl)C)C1